α-Methylbenzyldimethylamin CC(C1=CC=CC=C1)N(C)C